(R)-N-(3-chloro-5-(methylsulfonamido)phenyl)-4-(5-fluoro-3-((3-fluoro-5-(trifluoromethyl)benzyl)oxy)pyridin-2-yl)-5-(1-hydroxyethyl)thiophene-2-carboxamide ClC=1C=C(C=C(C1)NS(=O)(=O)C)NC(=O)C=1SC(=C(C1)C1=NC=C(C=C1OCC1=CC(=CC(=C1)C(F)(F)F)F)F)[C@@H](C)O